[Na+].C1(=CC=CC=C1)[O-] phenolate sodium salt